FS(C1=CC=C(C=C1)OC1=NC=CC=C1B1OC(C(O1)(C)C)(C)C)(F)(F)(F)F pentafluoro-[4-[[3-(4,4,5,5-tetramethyl-1,3,2-dioxaborolan-2-yl)-2-pyridyl]oxy]phenyl]-sulfane